benzyl (2S)-2-aminopropanoate hydrochloride Cl.N[C@H](C(=O)OCC1=CC=CC=C1)C